FC1=C(C=CC=C1)C1=C(NC=2C3=C(CCC12)C=CC=C3)C(=O)O 3-(2-Fluorophenyl)-4,5-dihydro-1H-benzo[g]indole-2-carboxylic acid